tert-butyl 4-[[[3-[4-[(2,6-dioxo-3-piperidyl)carbamoyl]phenoxy]cyclobutyl]-isopropyl-amino]methyl]piperidine-1-carboxylate O=C1NC(CCC1NC(=O)C1=CC=C(OC2CC(C2)N(C(C)C)CC2CCN(CC2)C(=O)OC(C)(C)C)C=C1)=O